3-(4-bromo-2-methyloxazol-5-yl)-indole BrC=1N=C(OC1C1=CNC2=CC=CC=C12)C